CC1(CCC=2C1=NC1=C(C2NC(=O)N=[S@](=O)(N)C2=NN(C=C2F)CC)CCC1)C (R)-N'-((3,3-dimethyl-1,2,3,5,6,7-hexahydrodicyclopenta[b,e]pyridin-8-yl)carbamoyl)-1-ethyl-4-fluoro-1H-pyrazole-3-sulfonimidamide